9-(3-((2,2'-dimethyl-3'-(4,5,6,7-tetrahydrothiazolo[4,5-c]pyridin-2-yl)-[1,1'-biphenyl]-3-yl)oxy)propyl)-3-oxa-9-azaspiro[5.5]undecane CC1=C(C=CC=C1OCCCN1CCC2(CCOCC2)CC1)C1=C(C(=CC=C1)C=1SC2=C(CNCC2)N1)C